4-(3,7-dihydroxy-3,4-dihydro-2H-chromen-2-yl)phenolate OC1C(OC2=CC(=CC=C2C1)O)C1=CC=C(C=C1)[O-]